FC1(CC(C1)CC(=O)N[C@H](C(=O)O)CCN(CCCCC1=NC=2NCCCC2C=C1)CCOC1=CC=CC=C1)F (S)-2-(2-(3,3-difluorocyclobutyl)acetamido)-4-((2-phenoxyethyl)(4-(5,6,7,8-tetrahydro-1,8-naphthyridin-2-yl)butyl)amino)butanoic acid